C(CCCCCCCC=C)OC(C1=C(C=CC=C1)O)=O Dec-9-en-1-yl-2-hydroxybenzoat